C(C)OC1=NC=CC=C1C=1C=C(C=2N(N1)C(=NC2C(CC)C)C)NCC2=CC(=NC=C2)OC (-)-2-(2-ethoxy-3-pyridyl)-N-[(2-methoxy-4-pyridyl)methyl]-7-methyl-5-[1-methylpropyl]imidazo[1,5-b]pyridazin-4-amine